8-(2-phenylpropan-2-yl)-3,8-diazabicyclo[3.2.1]oct-6-en C1(=CC=CC=C1)C(C)(C)N1C2CNCC1C=C2